7-amino-6-(3-bromobenzyl)spiro[2.4]heptane-5-carboxylic acid tert-butyl ester C(C)(C)(C)OC(=O)C1CC2(CC2)C(C1CC1=CC(=CC=C1)Br)N